1-[3-(7-chloro-1H-indazole-6-yl)-5-(hydroxymethyl)-1-(oxacyclohexane-2-yl)-1H-pyrazolo[3,4-b]pyrazine-6-yl]-4-methylpiperidin ClC=1C(=CC=C2C=NNC12)C1=NN(C2=NC(=C(N=C21)CO)N2CCC(CC2)C)C2OCCCC2